NC=1N=CC(=NC1C=1OC(=NN1)C(C)(C)C)C1=NC(=NN1CC)C1CCN(CC1)C(CCO)=O 1-(4-[5-[5-amino-6-(5-tert-butyl-1,3,4-oxadiazol-2-yl)pyrazin-2-yl]-1-ethyl-1H-1,2,4-triazol-3-yl]piperidin-1-yl)-3-hydroxypropan-1-one